6-(4-(8-(2-methoxyethyl)-3,8-diazabicyclo[3.2.1]oct-3-yl)phenyl)-1,4-dimethyl-2-(4-(methylsulfonyl)phenyl)-1H-pyrrolo[3,2-c]pyridine COCCN1C2CN(CC1CC2)C2=CC=C(C=C2)C2=CC1=C(C(=N2)C)C=C(N1C)C1=CC=C(C=C1)S(=O)(=O)C